methyl (R)-3-((1-aminobutane-2-yl) oxy)-2-naphthoate hydrochloride Cl.NC[C@@H](CC)OC=1C(=CC2=CC=CC=C2C1)C(=O)OC